ClC=1C=C2C(=NC(=NC2=C(C1C1=CC(=CC2=CC=CC(=C12)F)OCOC)F)OC[C@H]1N(CCC1)C)N1CC2CCC(C1)N2C(=O)OC(C)(C)C tert-butyl 3-(6-chloro-8-fluoro-7-(8-fluoro-3-(methoxymethoxy)naphthalen-1-yl)-2-(((S)-1-methylpyrrolidin-2-yl)methoxy)quinazolin-4-yl)-3,8-diazabicyclo[3.2.1]octane-8-carboxylate